5-chloro-2-methyl-2'-(trifluoromethyl)-4'H-spiro[indoline-3,3'-quinoline] ClC=1C=C2C(=CC1)NC(C21C(=NC2=CC=CC=C2C1)C(F)(F)F)C